tert-butyl 1-(1-(6-(((1r,4r)-4-(3-chloro-4-cyanophenoxy) cyclohexyl) carbamoyl) pyridazin-3-yl) piperidin-4-yl)-1-oxo-5,8,11,14-tetraoxa-2-aza-heptadecane-17-carboxylate ClC=1C=C(OC2CCC(CC2)NC(=O)C2=CC=C(N=N2)N2CCC(CC2)C(NCCOCCOCCOCCOCCCC(=O)OC(C)(C)C)=O)C=CC1C#N